azachalcone C1=CC=C(C=C1)C(=O)C=CC2=CC=CC=N2